(1S,4aS,4bR,6aR,8R,10aS,10bR,12aS)-N-benzyl-8-hydroxy-8,12a-dimethyloctadecahydrochrysene-1-carboxamide C(C1=CC=CC=C1)NC(=O)[C@H]1CCC[C@H]2[C@@H]3CC[C@@H]4C[C@](CC[C@@H]4[C@H]3CC[C@]12C)(C)O